tert-butyl 4-bromo-6-((tert-butoxycarbonyl) oxymethyl)-1H-indole-1-carboxylate BrC1=C2C=CN(C2=CC(=C1)COC(=O)OC(C)(C)C)C(=O)OC(C)(C)C